2-(azetidin-3-yl)-6,7-dichloro-3-methylquinazolin-4(3H)-one trifluoroacetic acid salt FC(C(=O)O)(F)F.N1CC(C1)C1=NC2=CC(=C(C=C2C(N1C)=O)Cl)Cl